4-(8-hydroxyquinolin-6-yl)-N-(3-(methylamino)propyl)benzamide OC=1C=C(C=C2C=CC=NC12)C1=CC=C(C(=O)NCCCNC)C=C1